1-(4-chlorobenzyl)-3,4-dihydroisoquinoline ClC1=CC=C(CC2=NCCC3=CC=CC=C23)C=C1